3-(6-(1-(2,4-dichlorobenzyl)piperidin-4-yl)-3-oxo-1,3-dihydro-2H-indazol-2-yl)piperidine-2,6-dione ClC1=C(CN2CCC(CC2)C2=CC=C3C(N(NC3=C2)C2C(NC(CC2)=O)=O)=O)C=CC(=C1)Cl